2-bromo-N,7-di-tert-butyl-7H-benzo[d]pyrido[1',2':1,2]imidazo[4,5-f][1,3]diazepin-6-amine BrC1=CC2=C(N=C(N(C3=C2N=C2N3C=CC=C2)C(C)(C)C)NC(C)(C)C)C=C1